N-((2-(6-(4-(2-methoxyethyl)piperazin-1-yl)pyridin-2-yl)-1,6-naphthyridin-7-yl)methyl)-5-(methylsulfonyl)nicotinamide COCCN1CCN(CC1)C1=CC=CC(=N1)C1=NC2=CC(=NC=C2C=C1)CNC(C1=CN=CC(=C1)S(=O)(=O)C)=O